C(C)(C)(C)NS(=O)(=O)C=1C=C(C=CC1C1=CN=C(S1)[C@@H]1CC[C@H](CC1)NC(=O)OC(C)C)NC(OCC1=NC=CC=C1)=O trans-2-pyridylmethyl N-[3-(tert-butylsulfamoyl)-4-[2-[4-(isopropoxycarbonylamino)cyclohexyl] thiazol-5-yl]phenyl]carbamate